tert-butyl 3-chloro-2-((4-chloro-2,6-difluorobenzyl)oxy)-5,8-dihydro-1,7-naphthyridine-7(6H)-carboxylate ClC=1C(=NC=2CN(CCC2C1)C(=O)OC(C)(C)C)OCC1=C(C=C(C=C1F)Cl)F